C(C1=CC=CC=C1)OC(=O)N1C2(CC2)C=CC[C@@H](C1)NC(=O)OC(C)(C)C.C(C)(=O)NC=1N=C2N(N=C(C=C2)C=2C=C(C(=C(C(=O)NCC3=C(C=CC=C3)OC3=CC=CC=C3)C2)C)F)C1 5-{2-acetamidoimidazo[1,2-b]pyridazin-6-yl}-3-fluoro-2-methyl-N-[(2-phenoxyphenyl)methyl]benzamide Benzyl-(S)-6-((tert-butoxycarbonyl)amino)-4-azaspiro[2.6]non-8-ene-4-carboxylate